ethyl 3-((2-chloro-5-nitropyrimidin-4-yl) (cyclopropyl) amino)-2,2-difluoropropionate ClC1=NC=C(C(=N1)N(CC(C(=O)OCC)(F)F)C1CC1)[N+](=O)[O-]